5-amino-N-methyl-N-((3S)-6-(trifluoromethyl)-2,3-dihydro-1-benzofuran-3-yl)pyrido[4,3-c][1,7]naphthyridine-9-carboxamide NC1=NC=2C=NC(=CC2C2=C1C=CN=C2)C(=O)N([C@@H]2COC1=C2C=CC(=C1)C(F)(F)F)C